OC1=NC(=C(C(=N1)CC(=O)OC)[N+](=O)[O-])O Methyl (2,6-dihydroxy-5-nitropyrimidin-4-yl)acetate